CCCC=C methyl-3-buten